{(E)-(S)-15-[(E)-3-(5-Chloro-2-tetrazol-1-yl-phenyl)-acryloylamino]-9-oxo-8,17,19-triaza-tricyclo[14.2.1.02,7]nonadeca-1(18),2,4,6,12,16(19)-hexaen-5-yl}-carbamic Acid methyl ester COC(NC1=CC=C2C3=CNC([C@H](C/C=C/CCC(NC2=C1)=O)NC(\C=C\C1=C(C=CC(=C1)Cl)N1N=NN=C1)=O)=N3)=O